8-Chloro-7-(3-methyl-1-((2-(trimethylsilyl)ethoxy)methyl)-1H-pyrazol-4-yl)-[1,2,4]triazolo[1,5-a]pyridin-2-amine ClC=1C=2N(C=CC1C=1C(=NN(C1)COCC[Si](C)(C)C)C)N=C(N2)N